C(C1=CC=CC=C1)OC1=C(C(=NC(=C1)C1=C(C=C(C=C1)C(C)(C)C)C)C)CCNC([C@H](C)NC(OC(C)(C)C)=O)=O tert-butyl N-[(1S)-2-[2-[4-benzyloxy-6-(4-tert-butyl-2-methyl-phenyl)-2-methyl-3-pyridyl]ethylamino]-1-methyl-2-oxo-ethyl]carbamate